2-(5-{[(1R,2R,3S,5S)-2-fluoro-8-azabicyclo[3.2.1]octan-3-yl](2-hydroxyethyl)amino}pyrazin-2-yl)-5-(1-methyl-1H-pyrazol-4-yl)phenol F[C@@H]1[C@H]2CC[C@@H](C[C@@H]1N(C=1N=CC(=NC1)C1=C(C=C(C=C1)C=1C=NN(C1)C)O)CCO)N2